N-(6-(4-chlorophenyl)-1-(4-methoxyphenyl)-1H-pyrazolo[3,4-d]pyrimidin-4-yl)-5-nitrothiophene-2-carboxamide ClC1=CC=C(C=C1)C1=NC(=C2C(=N1)N(N=C2)C2=CC=C(C=C2)OC)NC(=O)C=2SC(=CC2)[N+](=O)[O-]